1-[(3,4-dihydro-4-oxo-3-propyl-1-phthalazinyl)carbonyl]-4-phenyl-4-piperidinecarboxylic acid O=C1N(N=C(C2=CC=CC=C12)C(=O)N1CCC(CC1)(C(=O)O)C1=CC=CC=C1)CCC